sulfate copper-tin [Sn+4].[Cu+2].S(=O)(=O)([O-])[O-].S(=O)(=O)([O-])[O-].S(=O)(=O)([O-])[O-]